N=1C=NN2C1C=C(C=C2)OC2=CC(=C(C=C2C)NC2=NC=NC1=CC(=C(C=C21)NC(/C(=C\[C@@H]2N(CCC2)C)/F)=O)N2CCC(CC2)N2CCOCC2)OC (R,E)-N-(4-((4-([1,2,4]triazolo[1,5-a]pyridin-7-yloxy)-2-methoxy-5-methylphenyl)amino)-7-(4-morpholino-piperidin-1-yl)quinazolin-6-yl)-2-fluoro-3-(1-methylpyrrolidin-2-yl)acrylamide